OC[C@@H](CC1=CC=CC=C1)NC(CCC1=NC=2C(=NC=CC2)N1CC1=CC=C(C=C1)OC(F)(F)F)=O N-((R)-1-Hydroxymethyl-2-phenylethyl)-3-[3-(4-trifluoromethoxybenzyl)-3H-imidazo[4,5-b]pyridin-2-yl]-propionamid